sodium ethyl isophthalate C(C1=CC(C(=O)[O-])=CC=C1)(=O)OCC.[Na+]